C(=O)C=1C=CC(=C(C#N)C1)C(F)(F)F 5-formyl-2-trifluoromethylbenzonitrile